C(C)N1CC(CCC1)C=1OC=2C(=NC(=CC2)C2=C(C=C(C=C2C)C(F)(F)F)O)N1 2-[2-(1-Ethyl-3-piperidyl)oxazolo[4,5-b]pyridin-5-yl]-3-methyl-5-(trifluoromethyl)-phenol